BrC1=CC2=C(N(C=N2)C2=CC(=C(C(=O)NCC)C(=C2)OC)OC)C=C1 4-(5-bromobenzimidazol-1-yl)-N-ethyl-2,6-dimethoxy-benzamide